C[N+]1=CC2=CC=CC=C2C=C1 N-methyl-isoquinolinium